4-(cyclopropylmethyl)-2H-1,2,3-triazole C1(CC1)CC1=NNN=C1